ClC=1C=C2C=C(C(NC2=CC1)=O)CNC1=CC(=CNC1=O)C(=O)OC methyl 5-{[(6-chloro-2-oxo-1,2-dihydroquinolin-3-yl)methyl]amino}-6-oxo-1,6-dihydropyridine-3-carboxylate